NC1=C2NC(N(C2=NC(=N1)NCCCC)CC=1C=CC(=NC1)N1CCN(CC1)CCNC(CON)=O)=O N-(2-(4-(5-((6-amino-2-(butylamino)-8-oxo-7H-purin-9(8H)-yl)methyl)pyridin-2-yl)piperazin-1-yl)ethyl)-2-(aminooxy)acetamide